2,5-dimethyl-4-chloronitrobenzene CC1=C(C=C(C(=C1)Cl)C)[N+](=O)[O-]